rel-2-[(3S)-3-(2,2-difluoroethyl)piperazin-1-yl]-4-ethoxy-N-{8-fluoro-2-methylimidazo[1,2-a]pyridin-6-yl}pyrimidine-5-carboxamide FC(C[C@H]1CN(CCN1)C1=NC=C(C(=N1)OCC)C(=O)NC=1C=C(C=2N(C1)C=C(N2)C)F)F |o1:3|